C(C)(C)C1=C(NC2=CC=C(C=C12)C1CCN(CC1)CC1COCC1)C=1C=C(C(N(C1)C)=O)C=1C=NC=NC1 5-(3-isopropyl-5-(1-((tetrahydrofuran-3-yl)methyl)piperidin-4-yl)-1H-indol-2-yl)-1-methyl-3-(pyrimidin-5-yl)pyridin-2(1H)-one